C(C)(C)(C)OC(=O)NC1=NN2C(CN(CCC2)C(=O)OC(C)(C)C)=C1C=C tert-butyl 2-(tert-butoxycarbonylamino)-3-vinyl-4,6,7,8-tetrahydropyrazolo[1,5-a][1,4]diazepine-5-carboxylate